2-[2-[2-[2-(2-aminoethoxy)ethoxy]ethoxy]ethoxy]ethanol NCCOCCOCCOCCOCCO